2-CHLORO-3-METHYLPYRIDINE-5-BORONIC ACID ClC1=NC=C(C=C1C)B(O)O